C(C(=C)C)(=O)OCC(COCCC[Si](O[Si](O[Si](CC)(CC)C)(CC)CC)(CC)CC)O 3-[3-(5-methyl-1,1,3,3,5,5-hexaethyl trisiloxanyl)propoxyl]-2-hydroxylpropyl methacrylate